ethyl 5-amino-1-[2-[(2S,6S)-2,6-dimethylmorpholin-4-yl]-5-nitro-4-pyridyl]pyrazole-4-carboxylate NC1=C(C=NN1C1=CC(=NC=C1[N+](=O)[O-])N1C[C@@H](O[C@H](C1)C)C)C(=O)OCC